4-[4-(dimethoxymethyl)-1-piperidinyl]-3,5-difluoro-2-formyl-benzoic acid COC(C1CCN(CC1)C1=C(C(=C(C(=O)O)C=C1F)C=O)F)OC